(S)-5-fluoro-3-methyl-isobenzofuran-1(3H)-one FC=1C=C2[C@@H](OC(C2=CC1)=O)C